N-[2-(2-chloro-4-methylphenyl)-2,2-difluoroethyl]-3-[S-(3-cyclopropyl-2-fluorophenyl)-N-methylsulfonimidoyl]cinnoline-4-carboxamide ClC1=C(C=CC(=C1)C)C(CNC(=O)C1=C(N=NC2=CC=CC=C12)S(=O)(=NC)C1=C(C(=CC=C1)C1CC1)F)(F)F